C/C(=C/C(=O)O)/C=C/C=C(/C=C/C1=C(CCCC1(C)C)C)\C (2Z,4E,6E,8E)-3,7-dimethyl-9-(2,6,6-trimethylcyclohex-1-en-1-yl)nona-2,4,6,8-tetraenoic acid